silver oxide tin [Sn+4].[O-2].[Ag+]